FC(C)(F)C1=NC(=CC(=N1)NC1=CC(=NC=C1OCCOC)NC(C)=O)OC N-(4-((2-(1,1-Difluoroethyl)-6-methoxypyrimidin-4-yl)amino)-5-(2-methoxyethoxy)pyridin-2-yl)acetamide